C(C)(C)(C)OC(=O)NCC1=NOC2(C1CCC2)C(=O)OC Methyl 3-(((tert-butoxycarbonyl)amino)methyl)-3a,4,5,6-tetrahydro-6aH-cyclopenta[d]isoxazole-6a-carboxylate